(4R)-4-(4,4-diethyl-2-imino-6-oxo-hexahydropyrimidin-1-yl)-N-[(1'R,2'R)-2'-hydroxyspiro[cyclopropane-1,3'-indane]-1'-yl]chromane-6-carboxamide C(C)C1(NC(N(C(C1)=O)[C@@H]1CCOC2=CC=C(C=C12)C(=O)N[C@H]1[C@@H](C2(C3=CC=CC=C13)CC2)O)=N)CC